5-(4-chlorophenyl)-2,3-dimethyl-7-[6-[methyl(oxetan-3-yl)amino]-3-pyridyl]pyrido[2,3-d]pyridazin-8-one ClC1=CC=C(C=C1)C=1C2=C(C(N(N1)C=1C=NC(=CC1)N(C1COC1)C)=O)N=C(C(=C2)C)C